(3R*,4R*)-1-Cyclopentyl-4-{[3-(2,4-difluoro-phenyl)-isoxazole-5-carbonyl]-amino}-piperidine-3-carboxylic acid ((R)-1-pyridin-2-yl-ethyl)-amide N1=C(C=CC=C1)[C@@H](C)NC(=O)[C@@H]1CN(CC[C@H]1NC(=O)C1=CC(=NO1)C1=C(C=C(C=C1)F)F)C1CCCC1 |o1:11,16|